ClC1=NN(C=C1NC=1N=CC2=C(N1)N(C(C(=C2)OC2=CC=CC=C2)=O)C=2C=C(C=CC2)NC(OC(C)(C)C)=O)C tert-butyl (3-(2-((3-chloro-1-methyl-1H-pyrazol-4-yl)amino)-7-oxo-6-phenoxypyrido[2,3-d]pyrimidin-8(7H)-yl)phenyl)carbamate